Tetramethoxyzirconium CO[Zr](OC)(OC)OC